hydrogenPhosphate P(=O)(O)([O-])[O-]